C1(=CC=CC=C1)C1=NC(=NC(=N1)C1=CC=CC=C1)C=1C=C(C=CC1)C=1C(=CC=CC1)C1=C(C=C(C=C1)C1=CC=C(C=C1)C#N)C1=CC(=CC=C1)C1=NC(=NC(=N1)C1=CC=CC=C1)C1=CC=CC=C1 3-(4,6-diphenyl-1,3,5-triazin-2-yl)-2''-(3-(4,6-diphenyl-1,3,5-triazin-2-yl)phenyl)-[1,1':2',1'':4'',1'''-quaterphenyl]-4'''-carbonitrile